butyl-theophylline dicyanamide salt [N-](C#N)C#N.C(CCC)CN1C(=O)N(C)C=2N=CNC2C1=O